N[C@@H]1CN(C[C@H]1OC)C=1C=C2CN3[C@@H](C2=CC1)CN(C[C@H]3C)C=3C=1N(C(=CC3)C#N)N=CC1 4-[(4R,10bS)-8-[(3R,4R)-3-amino-4-methoxy-pyrrolidin-1-yl]-4-methyl-3,4,6,10b-tetrahydro-1H-pyrazino[2,1-a]isoindol-2-yl]-pyrazolo[1,5-a]pyridine-7-carbonitrile